(S*)-7-(4-bromo-3-chlorobenzoyl)-2-(4-cyclopropoxyphenyl)-6-methyl-N-(2-(5-methyl-1,3,4-oxadiazol-2-yl)benzyl)-3-oxo-2,3,5,6,7,8-hexahydroimidazo[1,5-a]pyrazine-1-carboxamide BrC1=C(C=C(C(=O)N2CC=3N(C[C@@H]2C)C(N(C3C(=O)NCC3=C(C=CC=C3)C=3OC(=NN3)C)C3=CC=C(C=C3)OC3CC3)=O)C=C1)Cl |o1:12|